trans-N1-(5-(3-chloroimidazo[1,2-a]pyrimidin-6-yl)pyrrolo[2,1-f][1,2,4]triazin-2-yl)-N3-methylcyclobutane-1,3-diamine ClC1=CN=C2N1C=C(C=N2)C=2C=CN1N=C(N=CC12)N[C@@H]1C[C@H](C1)NC